(E)-6-bromo-2-(2-ethoxyvinyl)-5-methylpyridin-3-amine BrC1=C(C=C(C(=N1)\C=C\OCC)N)C